Methyl 5-benzyl-3-(((6-bromopyridin-2-yl)methoxy)methyl)-4,5-dihydroisoxazole-5-carboxylate C(C1=CC=CC=C1)C1(CC(=NO1)COCC1=NC(=CC=C1)Br)C(=O)OC